CN(CCC1=CNC2=CC(=CC=C12)OC1OC(C(C(C1O)O)O)C)C 2-((3-(2-(dimethylamino)ethyl)-1H-indol-6-yl)oxy)-6-methyltetrahydro-2H-pyran-3,4,5-triol